(3,3-difluorocyclobutyl)(6-(2-methyl-2H-pyrazolo[3,4-b]pyridin-5-yl)benzo[b]thiophen-2-yl)methanol FC1(CC(C1)C(O)C1=CC2=C(S1)C=C(C=C2)C2=CC=1C(N=C2)=NN(C1)C)F